7-hydroxy-3-((m-methylphenyl)methyl)-4H-benzopyran-4-one OC1=CC2=C(C(C(=CO2)CC2=CC(=CC=C2)C)=O)C=C1